(1R,5S)-2-oxo-3-oxabicyclo[3.1.0]Hexane-1-carboxylic acid methyl ester COC(=O)[C@@]12C(OC[C@H]2C1)=O